NC1=CC(=C(C=N1)N1CCN(CC1)C(=O)C1=NC=C(C(=C1)OC)OC1=CC=CC=C1)OC [4-(6-Amino-4-methoxy-pyridin-3-yl)-piperazin-1-yl]-(4-methoxy-5-phenoxy-pyridin-2-yl)-methanone